FC1=C(C=CC(=C1)C(F)(F)F)C1=NN2C(CN([C@@H](C2)C)C(C=C)=O)=C1C1=CC=NC=C1 1-[(6R)-2-[2-fluoro-4-(trifluoromethyl)phenyl]-6-methyl-3-(pyridin-4-yl)-6,7-dihydropyrazolo[1,5-a]pyrazin-5(4H)-yl]prop-2-en-1-one